5-[2,3-difluoro-4-[4-(4-pentylcyclohexyl)-cyclohexyl]phenoxy]pentanoic acid FC1=C(OCCCCC(=O)O)C=CC(=C1F)C1CCC(CC1)C1CCC(CC1)CCCCC